C(#N)CNC(C1=CC=C(C=C1)C1=NC(=NC=C1C)NC=1C=NN(C1)C1CCN(CC1)C(=O)C1(CC1)F)=O N-(cyanomethyl)-4-(2-((1-(1-(1-fluorocyclopropanecarbonyl)piperidin-4-yl)-1H-pyrazol-4-yl)amino)-5-methylpyrimidin-4-yl)benzamide